OCCN1CCNCC1 1-(2-Hydroxyethyl)piperazin